O=C1NC(CCC1N1C(C2=C(C(=C(C(=C2C1=O)F)F)F)N1CCNCC1)=O)=O 2-(2,6-dioxopiperidin-3-yl)-4,5,6-trifluoro-7-(piperazin-1-yl)isoindoline-1,3-dione